[2-[(4-Bromo-5-chloro-1,3-dihydrofuro[3,4-f]quinolin-7-yl)oxymethyl]-1-methyl-pyrrolidin-2-yl]methanol BrC1=C2C(=C3C=CC(=NC3=C1Cl)OCC1(N(CCC1)C)CO)COC2